tert-butyl N-[(9R,10E,13S)-3-(difluoromethyl)-9-methyl-8-oxo-3,4,7,17-tetraazatricyclo[12.3.1.02,6]octadeca-1(18),2(6),4,10,14,16-hexaen-13-yl]carbamate FC(N1C=2C=3N=CC=C([C@H](C/C=C/[C@H](C(NC2C=N1)=O)C)NC(OC(C)(C)C)=O)C3)F